CO\N=C(\C(=O)OC)/C1=C(C(=CC=C1)C)CO/N=C(/C#CC1=CC=C(C=C1)OC(F)(F)F)\C methyl (2E)-2-methoxyimino-2-[3-methyl-2-[[(E)-[1-methyl-3-[4-(tri-fluoromethoxy)phenyl]prop-2-ynylidene]amino]oxymethyl]phenyl]acetate